C=1(C(=CC=CC1)S(=O)(=O)[O-])S(=O)(=O)[O-].[Na+].[Na+] sodium benzenedisulfonate